COCC=1C=C(CN2CCC3(CC2)COC2=C4CN(C(C4=CC=C23)=O)C2C(NC(CC2)=O)=O)C=CC1 3-(1'-(3-(methoxymethyl)benzyl)-6-oxo-6,8-dihydro-2H,7H-spiro[furo[2,3-e]isoindole-3,4'-piperidin]-7-yl)piperidine-2,6-dione